2-(2-(difluoro(methoxy)methyl)-7-methylquinoxalin-5-yl)-6-methoxy-4-methylbenzo[d]thiazole FC(C1=NC2=CC(=CC(=C2N=C1)C=1SC2=C(N1)C(=CC(=C2)OC)C)C)(OC)F